tert-butyl 2-cyclopropyl-5-(ethylsulfonyl)-1-methyl-1H-imidazole-4-carboxylate C1(CC1)C=1N(C(=C(N1)C(=O)OC(C)(C)C)S(=O)(=O)CC)C